tert-butyl ((5H-benzo[2,3][1,4]dioxepino[5,6-c]pyridin-5-yl)methyl)carbamate C1=NC=CC2=C1OC1=C(OC2CNC(OC(C)(C)C)=O)C=CC=C1